2-(2,6-dichlorophenoxy)acetic acid ClC1=C(OCC(=O)O)C(=CC=C1)Cl